ClC1=C(C(=O)NS(=O)(=O)C=2SC(=CN2)C#C)C=CC(=C1)Cl 2,4-Dichloro-N-((5-ethynyl-thiazol-2-yl)sulfonyl)benzamide